NC1=NC2=CC(=CC=C2C=C1)CN(C(=O)C=1C=NC=C(C1)C(F)(F)F)C=1C(=NC=CC1)S(=O)(=O)C N-[(2-aminoquinolin-7-yl)methyl]-N-(2-methanesulfonylpyridin-3-yl)-5-(trifluoromethyl)pyridine-3-carboxamide